N-(1-benzoylpiperidin-4-yl)-3-[6-(4-methylpiperazin-1-yl)-[1,2,4]triazolo[4,3-b]pyridazin-3-yl]propionamide hydrochloride Cl.C(C1=CC=CC=C1)(=O)N1CCC(CC1)NC(CCC1=NN=C2N1N=C(C=C2)N2CCN(CC2)C)=O